tert-Butyl 2-[3-acetyl-5-(5-sulfamoylpyridin-3-yl)indazol-1-yl]acetate C(C)(=O)C1=NN(C2=CC=C(C=C12)C=1C=NC=C(C1)S(N)(=O)=O)CC(=O)OC(C)(C)C